4-(2-(diphenylamino)-2-oxoethyl)-1-(6-fluoroindoline-1-carbonyl)piperidine-4-carboxylic acid C1(=CC=CC=C1)N(C(CC1(CCN(CC1)C(=O)N1CCC2=CC=C(C=C12)F)C(=O)O)=O)C1=CC=CC=C1